ClC1=CC=C(C=C1)[C@@]1(N(C(C2=CC(=CC=C12)C(C)(C)O)=O)CC1=CC=C(C=C1)Cl)OCC(CO)(F)F (3R)-3-(4-chlorophenyl)-2-[(4-chlorophenyl)methyl]-3-(2,2-difluoro-3-hydroxypropoxy)-6-(2-hydroxypropan-2-yl)-2,3-dihydro-1H-isoindol-1-one